L-2-chloromethylbenzimidazole ClCC=1NC2=C(N1)C=CC=C2